C(C1=CC(OC)=C(O)C(OC)=C1)=C1C(=O)OC(C(CCCC)CC)(CC)OC1=O diethylhexylidene (syringylidene)-malonate